FC=1C=C(C=CC1F)S(=O)(=O)NC1=CC(=C(C=C1)C1=C2C(=NC(=C1)NC(=O)C1CC1)NC=C2)C(F)(F)F N-(4-(4-((3,4-difluorophenyl)sulfonamido)-2-(trifluoromethyl)phenyl)-1H-pyrrolo[2,3-b]pyridin-6-yl)cyclopropylcarboxamide